N1(CCCC1)C(=O)[C@H]1CN([C@@H]2CC=3C4=C(C2=C1)C=CC=C4NC3)C#N (6ar,9r)-9-(pyrrolidine-1-carbonyl)-6,6a,8,9-tetrahydroindolo[4,3-fg]quinoline-7(4H)-carbonitrile